piperidine-4-carboxamide trifluoroacetate salt FC(C(=O)O)(F)F.N1CCC(CC1)C(=O)N